5-(Imidazo[1,2-a]pyrimidin-6-yl)-N-((1-methylcyclopropyl)methyl)pyrrolo[2,1-f][1,2,4]triazin-2-amine N=1C=CN2C1N=CC(=C2)C=2C=CN1N=C(N=CC12)NCC1(CC1)C